4-acetyl-6-bromo-pyridine-2-carboxylic acid methyl ester COC(=O)C1=NC(=CC(=C1)C(C)=O)Br